C(C)C1=NN(C=N1)C1CC2(CN(C2)C(=O)OCCCC)C1 butyl 6-(3-ethyl-1H-1,2,4-triazol-1-yl)-2-azaspiro[3.3]heptane-2-carboxylate